C(C)(C)(C)OC(C(C)(C)N1C(NC2=C(C1=O)C(=C(S2)C#N)C)=O)=O 2-(6-cyano-5-methyl-2,4-dioxo-1,2-dihydrothieno[2,3-d]pyrimidin-3(4H)-yl)-2-methylpropanoic acid tert-butyl ester